C1(=CC=CC=C1)C(C1=CC=CC=C1)=NCC(=O)OCCCC butyl 2-((diphenylmethylene)amino)acetate